C(CC)C(C([O-])=O)(CCCCCCCC)CCC.[Nd+3].C(CC)C(C([O-])=O)(CCCCCCCC)CCC.C(CC)C(C([O-])=O)(CCCCCCCC)CCC Neodymium (2,2-dipropyl caprate)